(1-methyl-2-oxo-1,2,6,7,8,9-hexahydro-3H-imidazo[4,5-H]isoquinolin-3-yl)piperidine-2,6-dione CN1C(N(C=2C=CC=3CCNCC3C21)N2C(CCCC2=O)=O)=O